ON=C(C1=CC(=C(C=C1)NCC1OCC1)[N+](=O)[O-])N N'-hydroxy-3-nitro-4-((oxetan-2-ylmethyl)amino)benzimidamide